C(#N)C1=C(C=C(C=C1)S(=O)(=O)N1CCC(CC1)NC(OC(C)(C)C)=O)CC(C=O)C tert-Butyl (1-((4-cyano-3-(2-methyl-3-oxopropyl)phenyl)sulfonyl)piperidin-4-yl)-carbamate